(3',5'-diphenyl-1,1':2',1''-terphenyl-3''-yl)-(4'-phenanthren-9-yl-biphenyl-4-yl)-phenyl-amine C1(=CC=CC=C1)C1=C(C(=CC(=C1)C1=CC=CC=C1)C1=CC=CC=C1)C1=CC(=CC=C1)N(C1=CC=CC=C1)C1=CC=C(C=C1)C1=CC=C(C=C1)C=1C2=CC=CC=C2C=2C=CC=CC2C1